FC(C(=O)O)(F)F.C(C1=CC=CC=C1)N1C[C@H]2C=C[C@@H](C1)N2 (1R,5S)-3-benzyl-3,8-diazabicyclo[3.2.1]Oct-6-ene trifluoroacetate salt